5-(2,6-Dimethylpyridin-4-yl)-6-isopropyl-2-(1-isopropylpiperidin-4-yl)-4H-pyrrolo[3,2-d]thiazole CC1=NC(=CC(=C1)C1=C(C=2N=C(SC2N1)C1CCN(CC1)C(C)C)C(C)C)C